BrC1=C(C(=C2C=NN(C2=C1)C1OCCCC1)Cl)C1(CC1)O 1-(6-bromo-4-chloro-1-(tetrahydro-2H-pyran-2-yl)-1H-indazol-5-yl)cyclopropan-1-ol